ClC=1C(=C(C=CC1O)C1=C(SC=2N=CN=C(C21)O[C@@H](C(=O)OCC)CC2=C(C=CC=C2)OCC2=NC(=NC=C2)Cl)C2=CC=C(C=C2)F)C ethyl (2R)-2-[5-(3-chloro-4-hydroxy-2-methyl-phenyl)-6-(4-fluorophenyl)thieno[2,3-d]pyrimidin-4-yl]oxy-3-[2-[(2-chloropyrimidin-4-yl)methoxy]phenyl]propanoate